choline-arginine salt N[C@@H](CCCNC(N)=N)C(=O)[O-].OCC[N+](C)(C)C